Tert-butyl(tert-butyloxycarbonyl)(7-fluoro-4-formyl-2,3-dihydro-1H-inden-5-yl)carbamate C(C)(C)(C)OC(N(C=1C(=C2CCCC2=C(C1)F)C=O)C(=O)OC(C)(C)C)=O